neodymium di-(2-ethylhexyl) phosphate P(=O)(OCC(CCCC)CC)(OCC(CCCC)CC)[O-].[Nd+3].C(C)C(COP(=O)(OCC(CCCC)CC)[O-])CCCC.C(C)C(COP(=O)(OCC(CCCC)CC)[O-])CCCC